SC(C(=O)OCCOCCOCCOC)C triethylene glycol monomethyl ether mercaptopropionate